N-isobutyl-carbamic acid tert-butyl ester C(C)(C)(C)OC(NCC(C)C)=O